Ethyl 2-(5-(4-ethylnaphthalen-1-yl) thiophen-2-ylthio)-2-methylpropionate C(C)C1=CC=C(C2=CC=CC=C12)C1=CC=C(S1)SC(C(=O)OCC)(C)C